COC1(C(C=CC=C1)NS(=O)(=O)C1=CC=C(C=C1)[N+](=O)[O-])OC N-(2,2-dimethoxyphenyl)-4-nitrobenzenesulfonamide